C(C)(C)(C)OC(=O)N1CCN(CC1)C=1C=C2C(N(C(C2=CC1)=O)C1C(N(C(CC1)=O)C)=O)=O 4-[2-(1-methyl-2,6-dioxopiperidin-3-yl)-1,3-dioxo-2,3-dihydro-1H-isoindol-5-yl]piperazine-1-carboxylic acid tert-butyl ester